N-METHYL-N-(3-METHYL-1H-INDAZOL-4-YL)-1-(4-METHYLPYRIDIN-2-YL)-1H-PYRAZOLE-4-SULFONAMIDE CN(S(=O)(=O)C=1C=NN(C1)C1=NC=CC(=C1)C)C1=C2C(=NNC2=CC=C1)C